3-(((2-((4-((2S,6R)-2,6-dimethylmorpholino)phenyl)amino)-5-fluoropyrimidin-4-yl)oxy)methyl)cyclohexan-1-ol C[C@@H]1O[C@@H](CN(C1)C1=CC=C(C=C1)NC1=NC=C(C(=N1)OCC1CC(CCC1)O)F)C